BrC1=C(C=C2C(=C(C(=NC2=C1F)SC)C=O)N[C@H]1[C@H]2CN([C@@H]1C2)C(=O)OC(C)(C)C)CCC#N tert-butyl (1R,4R,5S)-5-((7-bromo-6-(2-cyanoethyl)-8-fluoro-3-formyl-2-(methylthio)quinolin-4-yl)amino)-2-azabicyclo[2.1.1]hexane-2-carboxylate